3-(6-chlorobenzo[d]oxazol-2-yl)-2-methylaniline ClC1=CC2=C(N=C(O2)C=2C(=C(N)C=CC2)C)C=C1